C1(CCCCC1)C(=O)C1C(C2=CC=C(C=C2C1=O)OC=1C=C2C(C(C(C2=CC1)=O)C(=O)C1CCCCC1)=O)=O 2-cyclohexanecarbonyl-5-[(2-cyclohexanecarbonyl-1,3-dioxo-2,3-dihydro-1H-inden-5-yl)oxy]-2,3-dihydro-1H-indene-1,3-dione